3-((4-bromophenyl)sulfonyl)-5-(2,6-dimethoxyphenyl)-6-(ethoxymethyl)-4-hydroxypyridin-2(1H)-one BrC1=CC=C(C=C1)S(=O)(=O)C=1C(NC(=C(C1O)C1=C(C=CC=C1OC)OC)COCC)=O